1-Pentyl-3-ethylpyrrolidinium methanesulfonate CS(=O)(=O)[O-].C(CCCC)[NH+]1CC(CC1)CC